C(C)ON1CCC(CC1)OC1=CC=C(C=C1)C=1C=CC=2N(C1C)C=CN2 N-ethoxy-4-[4-(5-methylimidazo[1,2-a]pyridin-6-yl)phenoxy]piperidine